(3R,5R)-5-[2-({4-[(tert-butoxycarbonyl)aminosulfonyl]-2-fluorophenyl}amino)pyrimidin-5-yl]oxolan-3-yl N-[(2S)-4,4,4-trifluorobutan-2-yl]carbamate FC(C[C@H](C)NC(O[C@H]1CO[C@H](C1)C=1C=NC(=NC1)NC1=C(C=C(C=C1)S(=O)(=O)NC(=O)OC(C)(C)C)F)=O)(F)F